(S)-quinuclidin-3-yl (5-(2-fluoro-3-methylphenyl)-2,2-dimethyl-2,3-dihydro-1H-inden-1-yl)carbamat FC1=C(C=CC=C1C)C=1C=C2CC(C(C2=CC1)NC(O[C@@H]1CN2CCC1CC2)=O)(C)C